BrC=1C(=CC(=C(C1)C(C(=O)OC)(C)C)OC)CC(NC1=CC(=NC=C1)C(NC1(CC1)C(F)(F)F)=O)=O Methyl 2-[5-bromo-2-methoxy-4-[2-oxo-2-[[2-[[1-(trifluoromethyl)cyclopropyl]carbamoyl]-4-pyridyl]amino]ethyl]phenyl]-2-methyl-propanoate